2,2,2-trifluoroethyl 3,3-difluoro-4-(2-methyl-5-((4-methylthiazol-5-yl)methoxy)benzofuran-3-carboxamido)pyrrolidine-1-carboxylate FC1(CN(CC1NC(=O)C1=C(OC2=C1C=C(C=C2)OCC2=C(N=CS2)C)C)C(=O)OCC(F)(F)F)F